N-Phenethyl-4-(pyridin-4-yl)-1H-imidazole-1-carboxamide C(CC1=CC=CC=C1)NC(=O)N1C=NC(=C1)C1=CC=NC=C1